N1N=C(C=C1)NCCNC(O[C@H]1[C@H](NC[C@@H]1O)CC1=CC=C(C=C1)OC)=O (2R,3S,4S)-4-hydroxy-2-[(4-methoxyphenyl)methyl]pyrrolidin-3-yl N-[2-(1H-pyrazol-3-ylamino)ethyl]carbamate